5-bromo-4,6-dimethyl-1H-pyrrolo[2,3-b]Pyridine-3-carbonitrile BrC=1C(=C2C(=NC1C)NC=C2C#N)C